C1(CCCC1)OC=1C=CC(=NC1)C(C(=O)N)(C)N1C[C@@H](C(CC1)(F)F)C1=CNC(C=C1)=O (5-(cyclopentyloxy)pyridin-2-yl)-2-((s)-4,4-difluoro-3-(6-oxo-1,6-dihydropyridin-3-yl)piperidin-1-yl)propanamide